FC(C1=CC(=NN1C)C(=O)O\N=C(/N)\C1(CC1)C1=C(C=CC=C1)OC1=CC=CC=C1)F (Z)-N'-((5-(difluoromethyl)-1-methyl-1H-pyrazole-3-carbonyl)oxy)-1-(2-phenoxyphenyl)cyclopropane-1-carboximidamide